CN1C(=NN=C1)COCC(=O)O 2-((4-methyl-4H-1,2,4-triazol-3-yl)methoxy)acetic acid